C(C)OC(=O)C1=C(C=NN1C1=CC=C(C=C1)C#N)[N+](=O)[O-] 1-(4-Cyanophenyl)-4-nitro-1H-pyrazole-5-carboxylic acid ethyl ester